CN(CCC1=CN(C2=CC=CC=C12)C(=O)N(C)C)C 3-[2-(dimethylamino)ethyl]-N,N-dimethyl-indole-1-carboxamide